tert-Butyl 4-[3-[[4-[2-[3-amino-6-[2-(methoxymethoxy)phenyl]pyridazin-4-yl]ethyl]-2-pyridyl]oxy]cyclobutoxy]piperidine-1-carboxylate NC=1N=NC(=CC1CCC1=CC(=NC=C1)OC1CC(C1)OC1CCN(CC1)C(=O)OC(C)(C)C)C1=C(C=CC=C1)OCOC